3-[(1R)-1-({3-chloro-6-[2-(dimethylphosphoryl)pyrimidin-5-yl]-2-methylquinolin-4-yl}amino)ethyl]-4-fluorobenzonitrile ClC=1C(=NC2=CC=C(C=C2C1N[C@H](C)C=1C=C(C#N)C=CC1F)C=1C=NC(=NC1)P(=O)(C)C)C